[Ti].[Mg].[Pb] lead magnesium titanium